O=C1C=CC(=CN1C1=CC=NN1)C(=O)OC Methyl 6-oxo-1-(1H-pyrazol-5-yl)pyridine-3-carboxylate